tert-butyl 6-(3-(3-(1,3-dioxoisoindolin-2-yl)prop-1-yn-1-yl)-4-(methoxycarbonyl)phenyl)-2,6-diazaspiro[3.3]heptane-2-carboxylate O=C1N(C(C2=CC=CC=C12)=O)CC#CC=1C=C(C=CC1C(=O)OC)N1CC2(CN(C2)C(=O)OC(C)(C)C)C1